ClC1=CC=C(C=C1)C=1N=C2N(C=CC=C2)C1CN1CC2CCC(C1)N2C(=O)N(C2=CC=C(C=C2)C)CC 3-{[2-(4-Chlorophenyl)imidazo[1,2-a]pyridin-3-yl]methyl}-N-ethyl-N-(4-methylphenyl)-3,8-diazabicyclo[3.2.1]octan-8-carboxamid